CN(C1=CC=C(C=C1)C1=NC(=CC=C1)C1=CC=C(C=C1)N(C)C)C 2,6-bis(4-dimethylaminophenyl)-pyridine